(R)-3-acetyl-4-benzyloxazolidin-2-one C(C)(=O)N1C(OC[C@H]1CC1=CC=CC=C1)=O